1-[3-acetyl-6-(6-hydroxypyrazolo[1,5-a]pyridin-3-yl)-2-pyridyl]-5-methylpyrazole-3-carbonitrile C(C)(=O)C=1C(=NC(=CC1)C=1C=NN2C1C=CC(=C2)O)N2N=C(C=C2C)C#N